2-{[3-oxo-8-(4,4,5,5-tetramethyl-1,3-dioxolan-2-yl)-1H,2H,3H-benzo[e]isoindol-2-yl]methyl}prop-2-enamide O=C1N(CC=2C3=C(C=CC12)C=CC(=C3)C3OC(C(O3)(C)C)(C)C)CC(C(=O)N)=C